CNC(=O)C1=CC=2CCCC(C2C=C1)=O n-methyl-5-oxo-5,6,7,8-tetrahydronaphthalene-2-carboxamide